6-fluoro-2,3-bis(trifluoromethyl)quinoxaline FC=1C=C2N=C(C(=NC2=CC1)C(F)(F)F)C(F)(F)F